N1=C(OC2=NC=CC=C21)C2=CC=C(C=C2)C=2C=CC=1N(C3=CC=C(C=C3C1C2)C2=CC=C(C=C2)C=2OC1=NC=CC=C1N2)C2=CC=C(C=C2)C 3,6-bis{4-(oxazolo[5,4-b]pyridin-2-yl)phenyl}-9-(4-methylphenyl)-9H-carbazole